C([C@H]([C@H]([C@@H]([C@H]([C@H](C(=O)O)O)O)O)O)O)O α-Glucoheptonic Acid